4-((2-isopropyl-5-methyl-4,5-dihydro-2H-pyrazolo[4,3-c]quinolin-6-yl)amino)-N-(methyl-d3)pyridazine-3-carboxamide ammonium [NH4+].C(C)(C)N1N=C2C(CN(C=3C(=CC=CC23)NC2=C(N=NC=C2)C(=O)NC([2H])([2H])[2H])C)=C1